methylbutyl-ammonium phosphate P(=O)([O-])([O-])[O-].C[NH2+]CCCC.C[NH2+]CCCC.C[NH2+]CCCC